(1aR,5aR)-2-(2,4-Difluoro-phenyl)-1a,2,5,5a-tetrahydro-1H-2,3-diaza-cyclopropa[a]pentalene-4-carboxylic acid ((R)-2-hydroxy-1-tetrahydro-pyran-4-yl-ethyl)-amide OC[C@@H](C1CCOCC1)NC(=O)C=1C=2C[C@@H]3[C@H](C2N(N1)C1=C(C=C(C=C1)F)F)C3